4-{(1R,3R)-3-[4-(2,4-difluorophenyl)-1,3-oxazol-2-yl]-2,2-dimethylcyclopropyl}benzenesulfonamide FC1=C(C=CC(=C1)F)C=1N=C(OC1)[C@H]1C([C@@H]1C1=CC=C(C=C1)S(=O)(=O)N)(C)C